ClC1=C2C(NC=C1CC)=NC=C2C=2C=C(C=CC2)N2C(CN(CC2)CCCN2CCNCC2)=O 1-(3-{4-chloro-5-ethyl-7H-pyrrolo[2,3-b]pyridin-3-yl}phenyl)-4-[3-(piperazin-1-yl)propyl]piperazin-2-one